O1CCN(CC1)C=1C=C(C=CC1[N+](=O)[O-])O 3-Morpholino-4-nitrophenol